FC1=CC=C(C=C1)N1N=CC2=C1C=C1CCN(C[C@]1(C2)C(=O)C=2SC(=CN2)C)S(=O)(=O)C2=CC=NN2C (R)-(1-(4-fluorophenyl)-6-((1-methyl-1H-pyrazol-5-yl)sulfonyl)-4,4a,5,6,7,8-hexahydro-1H-pyrazolo[3,4-g]isoquinolin-4a-yl)(5-methylthiazol-2-yl)methanone